8-[(2s,5r)-4-[(4-cyanophenyl)(4-fluorophenyl)methyl]-2,5-diethylpiperazin-1-yl]-5-methyl-6-oxo-5,6-dihydro-1,5-naphthyridine-2-carbonitrile C(#N)C1=CC=C(C=C1)C(N1C[C@@H](N(C[C@H]1CC)C1=CC(N(C=2C=CC(=NC12)C#N)C)=O)CC)C1=CC=C(C=C1)F